6-(1-cyclopropyl-1H-pyrazol-3-yl)imidazo[2,1-b]oxazol C1(CC1)N1N=C(C=C1)C=1N=C2OC=CN2C1